1-(2-cyanoethyl)-1H-indole C(#N)CCN1C=CC2=CC=CC=C12